2,2'-((2S,5R)-2-isopropyl-5-methylcyclohexane-1,1-diyl)diacetaldehyde C(C)(C)[C@H]1C(C[C@@H](CC1)C)(CC=O)CC=O